ClC1=CN=C(S1)C(=O)NC1CC(CC(C1)=O)N1C(=NC=2C=NC(=CC21)C2=NNC=N2)C2=C(C=CC=C2)F 5-chloro-N-(3-(2-(2-fluorophenyl)-6-(1H-1,2,4-triazol-3-yl)-1H-imidazo[4,5-c]pyridin-1-yl)-5-oxocyclohexyl)thiazole-2-carboxamide